5-[4-[(2-chlorophenylacetyl)amino]phenyl]-1H-naphtho[1,2-b][1,4]diazepine ClC1=C(C=CC=C1)CC(=O)NC1=CC=C(C=C1)N1C2=C(NCC=C1)C1=CC=CC=C1C=C2